CC=1N=C2N(N=C(C=C2C)C=2NC(C3=C(N2)SC(=C3)OC3CCNCC3)=O)C1 2-(2,8-dimethylimidazo[1,2-b]pyridazin-6-yl)-6-(4-piperidinyloxy)-3H-thieno[2,3-d]pyrimidin-4-one